(S)-2-((((9H-fluoren-9-yl)methoxy)carbonyl)amino)-4-((4-chlorophenyl)(methyl)amino)butanoic acid hydrochloride Cl.C1=CC=CC=2C3=CC=CC=C3C(C12)COC(=O)N[C@H](C(=O)O)CCN(C)C1=CC=C(C=C1)Cl